3-(6-(2,2-diethoxyethyl)-1-methyl-1H-indazol-3-yl)piperidine-2,6-dione C(C)OC(CC1=CC=C2C(=NN(C2=C1)C)C1C(NC(CC1)=O)=O)OCC